4-[4-(6-Cyclopropyl-1,3-benzooxazol-2-yl)piperidin-1-yl]-1-methyl-2-oxo-1,2-dihydroquinoline-3-carbonitrile C1(CC1)C1=CC2=C(N=C(O2)C2CCN(CC2)C2=C(C(N(C3=CC=CC=C23)C)=O)C#N)C=C1